4-(1-(2,4-dimethyl-5-(3,4,6,7-tetrahydropyrano[3,4-d]imidazol-2-yl)benzoyl)piperidin-4-yl)-N,N-dimethylbenzamide CC1=C(C(=O)N2CCC(CC2)C2=CC=C(C(=O)N(C)C)C=C2)C=C(C(=C1)C)C1=NC2=C(N1)COCC2